9,12-tetradecadiene-1-ol acetate C(C)(=O)OCCCCCCCCC=CCC=CC